NC1=CC2=C(OC=C2C=C1)CO 5-amino-3-(hydroxymethyl)isobenzofuran